methyl (2Z,4S)-5-(benzyloxy)-4-[(tert-butoxycarbonyl)amino]pent-2-enoate C(C1=CC=CC=C1)OC[C@H](\C=C/C(=O)OC)NC(=O)OC(C)(C)C